NC1CN(C1)N 3-aminoazetidinamine